C([O-])([O-])=O.[Cr+3].C([O-])([O-])=O.C([O-])([O-])=O.[Cr+3] chromium(III) carbonate